4-[[4-(2,3-dihydro-1,4-benzodioxin-6-yl)-2,3-dihydro-1H-indol-1-yl]carbonyl]-2-hydroxy-benzaldehyde O1CCOC2=C1C=CC(=C2)C2=C1CCN(C1=CC=C2)C(=O)C2=CC(=C(C=O)C=C2)O